NC=1N=C(C=C2C=C(N=CC12)NC(=O)[C@H]1[C@@H](C1)C=1C=NN(C1)[C@@H]1OCCCC1)Cl |&1:22| (+-)-trans-N-(8-amino-6-chloro-2,7-naphthyridin-3-yl)-2-(1-tetrahydropyran-2-ylpyrazol-4-yl)cyclopropanecarboxamide